The molecule is the alkene resulting from the formal Wittig olefination of benzophenone and 1,1-dimethyl-4-bromopiperidinium methylsulfate. A quaternary ammonium anticholinergic, it binds muscarinic acetycholine receptors and thereby decreases secretory excretion of stomach acids, saliva and sweat, It is used topically in the treatment of hyperhidorsis (excessive sweating). It has a role as a muscarinic antagonist, a parasympatholytic and a bronchodilator agent. It is a quaternary ammonium salt and a member of piperidines. C[N+]1(CCC(=C(C2=CC=CC=C2)C3=CC=CC=C3)CC1)C.COS(=O)(=O)[O-]